FC1=C(C=C(C=C1)F)[C@@H]1N(CCC1)C1=NC2=C(C=CN=C2C=C1)C=1C=NN(C1)C1CC(NCC1)(C)C ((R)-2-(2,5-difluorophenyl)pyrrolidin-1-yl)-8-(1-(2,2-dimethylpiperidin-4-yl)-1H-pyrazol-4-yl)-1,5-naphthyridine